CC1=C(C(CCC1)(C)C)/C=C/C(=C/C=C/C(=C/C=O)/C)/C Trans-retinal